4-{2-[2-(5-Ethoxychinolin-8-sulfonamido)phenyl]ethynyl}isochinolin C(C)OC1=C2C=CC=NC2=C(C=C1)S(=O)(=O)NC1=C(C=CC=C1)C#CC1=CN=CC2=CC=CC=C12